(S)-5-(2,4-dimethylphenyl)-N-(3-(1-(2-(4-methyl-2-oxo-1,2-dihydroquinolin-6-yl)acetyl)piperidin-4-yl)-1-(methylamino)-1-oxopropan-2-yl)picolinamide CC1=C(C=CC(=C1)C)C=1C=CC(=NC1)C(=O)N[C@H](C(=O)NC)CC1CCN(CC1)C(CC=1C=C2C(=CC(NC2=CC1)=O)C)=O